octafluorohexanediol dicinnamate C(C=CC1=CC=CC=C1)(=O)OC(C(C(C(C(C)F)(F)F)(F)F)(F)F)(OC(C=CC1=CC=CC=C1)=O)F